C(#N)C1=CC(=C(COC2=CC=CC(=N2)N2C=NN(CC2)CC2=NC=CN2C[C@H]2OCC2)C=C1)F (S)-2-((4-(6-((4-cyano-2-fluorobenzyl)oxy)pyridin-2-yl)-5,6-dihydro-1,2,4-triazin-1(4H)-yl)methyl)-3-(oxetan-2-ylmethyl)-3H-imidazole